OC(C)(C)C1=CC=C2C=C(N=CC2=C1)C=O 7-(2-Hydroxy-prop-2-yl)isoquinoline-3-carbaldehyde